COC(=O)C1(CN(CC1)CC1=CC=CC=C1)C1=C(C=CC=C1[N+](=O)[O-])Cl 1-benzyl-3-(2-chloro-6-nitrophenyl)pyrrolidine-3-carboxylic acid methyl ester